6-(2,3-Dichlorobenzoyl-amino)pyridine-3-carboxylic acid ClC1=C(C(=O)NC2=CC=C(C=N2)C(=O)O)C=CC=C1Cl